2-[4-(4,6-dichloro-1,3,5-triazine-2-amido)phenylsulfonyl]ethyl-sodium sulfate S(=O)(=O)(O)O.ClC1=NC(=NC(=N1)Cl)C(=O)NC1=CC=C(C=C1)S(=O)(=O)CC[Na]